3-(1H-indol-3-yl)-N-[(1s,4s)-4-{[6-chloro-2-(trifluoromethyl)quinolin-4-yl]amino}cyclohexyl]propanamide N1C=C(C2=CC=CC=C12)CCC(=O)NC1CCC(CC1)NC1=CC(=NC2=CC=C(C=C12)Cl)C(F)(F)F